2-hydroxyethyl 4-(N-(3-(tert-butyl)-5-cyclopropylbenzyl)-2-(N-((4-(trifluoromethyl)pyridin-3-yl)methyl)-(2,3,4,5,6-pentafluoro-phenyl)sulfonamido) acetamido)-3-methoxybenzoate C(C)(C)(C)C=1C=C(CN(C(CN(S(=O)(=O)C2=C(C(=C(C(=C2F)F)F)F)F)CC=2C=NC=CC2C(F)(F)F)=O)C2=C(C=C(C(=O)OCCO)C=C2)OC)C=C(C1)C1CC1